N-(3,3-difluoro-2,3-dihydro-1H-benzo[d]pyrrolo[1,2-a]imidazol-5-yl)-4-(2-hydroxyethanesulfonylamino)-2-(spiro[2.5]oct-5-en-6-yl)benzamide FC1(CCN2C1=NC1=C2C=CC=C1NC(C1=C(C=C(C=C1)NS(=O)(=O)CCO)C1=CCC2(CC2)CC1)=O)F